N(C(=O)N)NC=O ureidoformamide